CN1N=CC(=C1)C1=CC=C(C=C1)CNC(OC(C)(C)C)=O tert-butyl N-{[4-(1-methyl-1H-pyrazol-4-yl)phenyl]methyl}carbamate